NC=1C(=CC(=C(C1)O)C)OC 5-amino-4-methoxy-2-methylphenol